CC(C[C@@H]1N(CCC2=C1NC1=CC=CC=C21)C=2OC(=NN2)C(F)(F)F)C (1S)-1-(2-methylpropyl)-2-[5-(trifluoromethyl)-1,3,4-oxadiazol-2-yl]-2,3,4,9-tetrahydro-1H-pyrido[3,4-b]indole